P(=O)(Cl)(Cl)OC(COCC=C)COCCC#C (allyloxy)-3-(3-butyn-1-oxy)-2-propanol dichlorophosphate